5-(3-(ethylsulfonyl)-5-(3-methyl-1H-1,2,4-triazol-1-yl)pyridin-2-yl)-2-(trifluoromethyl)pyrazolo[1,5-a]pyrimidine C(C)S(=O)(=O)C=1C(=NC=C(C1)N1N=C(N=C1)C)C1=NC=2N(C=C1)N=C(C2)C(F)(F)F